COC1=NC=CC=C1C=1C=C2C(=CN(C=C2)CN2N=NC3=C2C=CC=C3)N1 1-{[2-(2-methoxypyridin-3-yl)-6H-pyrrolo[2,3-c]pyridin-6-yl]methyl}-1H-benzotriazole